4-(5-chloro-2-(4-(trifluoromethyl)-1H-1,2,3-triazol-1-yl)phenyl)-3-fluoropyrimidin-2(3H)-one ClC=1C=CC(=C(C1)C=1N(C(N=CC1)=O)F)N1N=NC(=C1)C(F)(F)F